2-triisopropylsilyloxyacetohydrazide C(C)(C)[Si](OCC(=O)NN)(C(C)C)C(C)C